[Ru+2].C(C)C1=C(C=2C=C3C(=C(C(=CC=4C(=C(C(=CC5=C(C(=C(N5)C=C1N2)CC)CC)N4)CC)CC)N3)CC)CC)CC octaethylporphyrin ruthenium (II)